[Si](C)(C)(C(C)(C)C)OC[C@@H]1CN(C[C@H]1O)C(=O)OC(C)(C)C tert-butyl (3S,4S)-3-((tert-butyl(dimethyl)silyl)oxymethyl)-4-hydroxy-pyrrolidine-1-carboxylate